hydrosulfite (hydrogen sulfite) S(=O)(O)O.S(=O)(O)S(=O)O